C1(=CC=CC=C1)C=1C=CC=2N(N1)C(=CN2)C=2C=C(C=CC2)NC(C)=O N-[3-(6-phenylimidazo[1,2-b]pyridazin-3-yl)phenyl]acetamide